COC(=O)C1CCC2(CC2)CC1.[S] sulfur spiro[2.5]octane-6-carboxylic acid methyl ester